C(C1=CC=CC=C1)O[C@H]1C[C@@H](N(C1)C(=O)OC(C)(C)C)C(N(C1=CC=C(C=C1)S(F)(F)(F)(F)F)C(C(=O)NC1CCC(CC1)(F)F)C=1C=NC=C(C1)F)=O tert-butyl (2R,4S)-4-benzyloxy-2-[[2-[(4,4-difluorocyclohexyl)amino]-1-(5-fluoro-3-pyridyl)-2-oxo-ethyl]-[4-(pentafluoro-λ6-sulfanyl)phenyl]carbamoyl]pyrrolidine-1-carboxylate